10-biphenyl-4-yl-2-isopropyl-9-oxo-9H-thioxanthen-10-ium hexafluorophosphate F[P-](F)(F)(F)(F)F.C1(=CC=C(C=C1)[S+]1C=2C=CC(=CC2C(C2=CC=CC=C12)=O)C(C)C)C1=CC=CC=C1